FC1=C(C=C(C(=O)N2C[C@@H](CCC2)NC(OC(C)(C)C)=O)C=C1C(F)(F)F)[N+](=O)[O-] (R)-tert-butyl (1-(4-fluoro-3-nitro-5-(trifluoromethyl)benzoyl)piperidin-3-yl)carbamate